CN1C(SC2=C1C=CC=C2)C 3-methyl-2-methylbenzothiazole